BrC1=C(C(=CC=C1)[N+](=O)[O-])C=C(C(=O)OCC)C(=O)OCC diethyl 2-[(2-bromo-6-nitro-phenyl)methylene]propanedioate